2-[4-(2-methylthiazol-5-yl)pyrazol-1-yl]-N-(5-pyrazin-2-yl-2-pyridyl)acetamide CC=1SC(=CN1)C=1C=NN(C1)CC(=O)NC1=NC=C(C=C1)C1=NC=CN=C1